BrC1=C(C=CC=C1)C1N=CC2=CC=CC=C12 1-(2-bromophenyl)-1H-isoindole